ClC1=C(N=C(S1)CCN1CCC2=NC=3C=CC=CC3N2C1)C(=O)NCC1=NC=CC=C1 5-chloro-N-(pyridin-2-ylmethyl)-2-(2-{1,8,12-triazatricyclo[7.4.0.02,7]trideca-2(7),3,5,8-tetraen-12-yl}ethyl)-1,3-thiazole-4-carboxamide